CN(C1CC(C1)[C@@H](C(C)C)N1CC2(C1)CCN(C2)C=2N=CN=NC2OC2=C(C=C(C=C2)F)N2C(=NN=C2C)C2CC2)C |r| N,N-dimethyl-3-[rac-(1R)-1-[7-[6-[2-(3-cyclopropyl-5-methyl-1,2,4-triazol-4-yl)-4-fluoro-phenoxy]-1,2,4-triazin-5-yl]-2,7-diazaspiro[3.4]octan-2-yl]-2-methyl-propyl]cyclobutanamine